FC1=C2C(=C(NC2=C(C(=C1[2H])F)F)C(=O)NC)[2H] 4,6,7-Trifluoro-N-methyl-1H-indole-2-carboxamide-3,5-d2